O1[C@H](COCC1)CN1N=C2C3=C(CC(C2=C1)C)OC(=C3C(F)(F)F)C(=O)NCC3=NC=C(C=N3)C 2-{[(2S)-1,4-dioxan-2-yl]methyl}-4-methyl-N-[(5-methylpyrimidin-2-yl)methyl]-8-(trifluoromethyl)-4,5-dihydro-2H-furo[2,3-g]indazole-7-carboxamide